O=C1C(=C2N(N1C1=CC=CC=C1)CCC2)C(=O)O 2-oxo-1-phenyl-5,6-dihydro-4H-pyrrolo[1,2-b]Pyrazole-3-carboxylic acid